1-(3-fluoro-5-methoxypyridin-2-yl)-4-(4-methylbenzyl)-3-(oxetan-3-yl)piperazine-2,5-dione FC=1C(=NC=C(C1)OC)N1C(C(N(C(C1)=O)CC1=CC=C(C=C1)C)C1COC1)=O